FC=1C=C(NCC=2N=CN(C2)COCC[Si](C)(C)C)C=C(C1)[N+](=O)[O-] 3-fluoro-5-nitro-N-[(1-{[2-(trimethylsilyl)ethoxy]methyl}imidazol-4-yl)methyl]aniline